8-(4-(4-Cyclohexylphenoxy)piperidin-1-yl)-5-methyl-6-oxo-5,6-dihydro-1,5-naphthyridin-2-carbonitril C1(CCCCC1)C1=CC=C(OC2CCN(CC2)C2=CC(N(C=3C=CC(=NC23)C#N)C)=O)C=C1